2,3-bis(2'-hydroxyethyl)-1-cyclohexanol OCCC1C(CCCC1CCO)O